C(=CCC)C(=O)O butenecarboxylic acid